1-(2-((1S,4aS,4bR,6aR,8R,11aS,11bS,13aS)-8-ethyl-8-hydroxy-11a,13a-dimethyloctadecahydro-1H-cyclohepta[a]phenanthren-1-yl)-2-oxoethyl)-1H-pyrazole-4-carbonitrile C(C)[C@@]1(C[C@@H]2[C@@]([C@H]3CC[C@@]4([C@H](CCC[C@H]4[C@@H]3CC2)C(CN2N=CC(=C2)C#N)=O)C)(CCC1)C)O